methyl (R)-2-((1H-pyrrolo[2,3-b]pyridin-5-yl)oxy)-4-(4-((4'-chloro-4-formyl-4-methyl-3,4,5,6-tetrahydro-[1,1'-biphenyl]-2-yl)methyl)piperazin-1-yl)benzoate N1C=CC=2C1=NC=C(C2)OC2=C(C(=O)OC)C=CC(=C2)N2CCN(CC2)CC2=C(CC[C@@](C2)(C)C=O)C2=CC=C(C=C2)Cl